4-(2-chloro-3-phenylbenzyloxy)benzaldehyde ClC1=C(COC2=CC=C(C=O)C=C2)C=CC=C1C1=CC=CC=C1